C(C)(=O)NC1=NC(N(C=C1)[C@H]1[C@@H]([C@@H]([C@H](O1)COP(O)(=O)OP(=O)(O)OP(=O)(O)O)O)O)=C=O.C(C)N(CC)CC triethylamine ((2R,3S,4R,5R)-5-(4-acetamido-2-carbonylpyrimidin-1(2H)-yl)-3,4-dihydroxytetrahydrofuran-2-yl)methyl-triphosphate